N-(6-Oxo-5,6-dihydrophenanthridin-2-yl)-(N,N-dimethyl-amino)acetamide O=C1NC=2C=CC(=CC2C2=CC=CC=C12)NC(CN(C)C)=O